Heptadecan-9-yl-8-{(2-hydroxyethyl) [6-oxo-6-(undecyloxy)hexyl]amino}-octanoat CCCCCCCCC(CCCCCCCC)OC(CCCCCCCN(CCCCCC(OCCCCCCCCCCC)=O)CCO)=O